(S)-3-hydroxy-2-((2-oxo-4-(o-tolyl)-2H-chromen-7-yl)oxy)propanoic acid OC[C@@H](C(=O)O)OC1=CC=C2C(=CC(OC2=C1)=O)C1=C(C=CC=C1)C